COC(CCCC(=C)O[N+]1=CC=CC=C1)=O 1-((6-methoxy-6-oxohex-1-en-2-yl)oxy)pyridin-1-ium